1,1,2-trimethylpropyl peroxy-isononanate C(CCCCCC(C)C)(=O)OOC(C(C)C)(C)C